CC1(C2=CC=CC=C2C=2C=CC(=CC12)NC1=CC=C(C=C1)C1=CC=CC2=CC=CC=C12)C 9,9-dimethyl-N-(4-(naphthalen-1-yl)phenyl)-9H-fluoren-2-amine